4,8,12-trimethyltridecylsuccinic anhydride CC(CCCC1C(=O)OC(C1)=O)CCCC(CCCC(C)C)C